7-benzyloxy-4-(4-fluoro-3-methyl-phenyl)-1-oxido-3-tetrahydropyran-4-yl-quinolin-1-ium C(C1=CC=CC=C1)OC1=CC=C2C(=C(C=[N+](C2=C1)[O-])C1CCOCC1)C1=CC(=C(C=C1)F)C